aza-carbene zinc N=[Zn]